FC1=C(C=CC(=C1)F)C1=CC=C(C=C1)OC 2',4'-difluoro-4-methoxy-[1,1'-biphenyl]